((tert-butyloxycarbonyl)amino)-1'-methyl-2'-oxospiro[cyclopropane-1,3'-indoline]-6'-carboxylic acid methyl ester COC(=O)C1=CC(=C2C3(C(N(C2=C1)C)=O)CC3)NC(=O)OC(C)(C)C